bis-tosyl-propionyl-benzamide S(=O)(=O)(C1=CC=C(C)C=C1)C1=C(C(=C(C(=O)N)C=C1)C(CC)=O)S(=O)(=O)C1=CC=C(C)C=C1